(3,3-dimethyl-2,3-dihydro-1H-pyrrolo[3,2-b]pyridin-1-yl)(8-(3-fluorobenzyl)-2,8-diazaspiro[4.5]decan-2-yl)methanone CC1(CN(C=2C1=NC=CC2)C(=O)N2CC1(CC2)CCN(CC1)CC1=CC(=CC=C1)F)C